N-(4-(ethylsulfonyl)benzyl)-2-((2S,4R)-2-((2-fluoroethoxy)methyl)-4-(4-(trifluoromethyl)phenoxy)pyrrolidin-1-yl)pyrimidine-5-carboxamide C(C)S(=O)(=O)C1=CC=C(CNC(=O)C=2C=NC(=NC2)N2[C@@H](C[C@H](C2)OC2=CC=C(C=C2)C(F)(F)F)COCCF)C=C1